8-chloro-2-((2R,4S)-2-(2,5-difluorophenyl)-4-fluoropyrrolidin-1-yl)-1,5-naphthyridine ClC=1C=CN=C2C=CC(=NC12)N1[C@H](C[C@@H](C1)F)C1=C(C=CC(=C1)F)F